(3S,4S)-8-(9-((2,6-difluorophenyl)ethynyl)-7H-imidazo[1,2-c]pyrrolo[3,2-e]pyrimidin-5-yl)-3-methyl-2-oxa-8-azaspiro[4.5]decan-4-amine FC1=C(C(=CC=C1)F)C#CC1=CNC2=C1C=1N(C(=N2)N2CCC3([C@@H]([C@@H](OC3)C)N)CC2)C=CN1